(E)-1-(2,4-dihydroxy-5-methylphenyl)but-2-en-1-one OC1=C(C=C(C(=C1)O)C)C(\C=C\C)=O